BrC=1C=C(C=CC1O)C\C(\C(=O)NCCO)=N/O (E)-3-(3-bromo-4-hydroxyphenyl)-N-(2-hydroxyethyl)-2-hydroxyimino-propionamide